1-(4-((5-fluoro-2-methoxybenzoylamino)methyl)phenyl)-1H-pyrazole-5-carboxamide FC=1C=CC(=C(C(=O)NCC2=CC=C(C=C2)N2N=CC=C2C(=O)N)C1)OC